7-{6-Chloro-3-[1-(3-methoxy-3-methylbutyl)-1H-pyrazol-4-yl]-5-methylpyridin-2-yl}-3-methoxycinnolin ClC1=C(C=C(C(=N1)C1=CC=C2C=C(N=NC2=C1)OC)C=1C=NN(C1)CCC(C)(C)OC)C